BrCC(=O)C1=CC(=CC=C1)Cl 2-bromo-1-(3-chlorophenyl)ethane-1-one